13-oxotridecanoate O=CCCCCCCCCCCCC(=O)[O-]